N-(1-benzylcyclopropyl)-4-methyl-3,4-dihydro-2H-pyrido[3,2-b][1,4]oxazine-7-carboxamide C(C1=CC=CC=C1)C1(CC1)NC(=O)C1=CC=2OCCN(C2N=C1)C